2-[Di(2H3)methylamino]-1-[(3R)-4-(2-{7,8-dimethyl-[1,2,4]triazolo[1,5-a]pyridin-6-yl}-3-(propan-2-yl)-1H-pyrrolo[3,2-b]pyridin-5-yl)-3-methylpiperazin-1-yl]ethan-1-on C([2H])([2H])([2H])N(CC(=O)N1C[C@H](N(CC1)C1=CC=C2C(=N1)C(=C(N2)C=2C(=C(C=1N(C2)N=CN1)C)C)C(C)C)C)C([2H])([2H])[2H]